OC(C(=O)O)C(C(=O)O)O 2,3,4-trihydroxy-4-oxobutanoic acid